C(#N)/C(/C(=O)OCCOCCCC)=C\1/C=C(CCC1)NCCCOC 2-butoxyethyl (2Z)-cyano{3-[(3-methoxypropyl)amino]cyclohex-2-en-1-ylidene}ethanoate